3-FLUORO-4-(THIOPHEN-2-YLMETHOXYMETHYL)PHENYLBORONIC ACID FC=1C=C(C=CC1COCC=1SC=CC1)B(O)O